C(C)OC(=O)C1(CCN(CC1)C1=C(C=C(C=C1)C(F)(F)F)C#N)C=1N=NC(=CC1)C=1C(=NC=CC1)OCC 1-[2-cyano-4-(trifluoromethyl)phenyl]-4-[6-(2-ethoxypyridin-3-yl)pyridazin-3-yl]piperidine-4-carboxylic acid ethyl ester